benzoic acid chloride C(C1=CC=CC=C1)(=O)Cl